ClC=1C=C(C=CC1)[C@@](CNC(=O)C1CC12CCC(CC2)(F)F)(C)OC N-[(2R)-2-(3-chlorophenyl)-2-methoxy-propyl]-6,6-difluoro-spiro[2.5]octane-2-carboxamide